NC1=C2C(=NC=N1)N(N=C2C2=CC=C(C=C2)NC(=O)C=2C(N(N=C(C2)C(C)C)C2=NC=C(C=C2)C)=O)CC2CC2 N-(4-(4-Amino-1-cyclopropylmethyl-1H-pyrazolo[3,4-d]pyrimidin-3-yl)phenyl)-6-isopropyl-2-(5-Methylpyridin-2-yl)-3-oxo-2,3-dihydropyridazine-4-carboxamide